tin tetran-propoxide [O-]CCC.[O-]CCC.[O-]CCC.[O-]CCC.[Sn+4]